3-((2,2,2-trifluoroethyl)imino)-1H-indol-2-one FC(CN=C1C(NC2=CC=CC=C12)=O)(F)F